rac-spiro[bicyclo[2.2.1]heptane-3,1'-cyclobutan] C12(CCC1)CC1CCC2C1